5-((4-(6-chloropyridazin-3-yl)piperazin-1-yl)methyl)-2-(2,6-dioxopiperidin-3-yl)isoindoline-1,3-dione ClC1=CC=C(N=N1)N1CCN(CC1)CC=1C=C2C(N(C(C2=CC1)=O)C1C(NC(CC1)=O)=O)=O